C(C)(C)C1=CC=C(C(C)(C)O)C=C1 p-isopropyl-dimethyl-benzyl alcohol